[Na+].S(=O)(=O)([O-])[O-].[V+5].[Na+].COC=1C(=NC=CC1C1=NOC(=N1)C)NC1=C(N=NC(=C1)NC1=NC=NC(=C1)C)C(=O)NC([2H])([2H])[2H] 4-{[3-methoxy-4-(5-methyl-1,2,4-oxadiazol-3-yl)pyridin-2-yl]amino}-N-(2H3)methyl-6-[(6-methyl-pyrimidin-4-yl)amino]pyridazine-3-carboxamide sodium vanadium sulfate sodium